O=C1N(C[C@H]2N1CCNC2)C21CCC(CC2)(C1)C(=O)O (S)-4-(3-Oxohexahydroimidazo[1,5-a]pyrazin-2(3H)-yl)bicyclo[2.2.1]heptane-1-carboxylic acid